C(C)C(C(=O)OCC(C)C)(C(C(=O)OCC(C)C)(CCC)CC)CCC Diisobutyl 2,3-diethyl-2,3-dipropylsuccinate